S-((2-HYDROXYPHENYL)(PHENYL)METHYL) O,O-DIMETHYL PHOSPHOROTHIOATE P(SC(C1=CC=CC=C1)C1=C(C=CC=C1)O)(OC)(OC)=O